2-(cyclohex-1-en-1-yl)-N-(4-(4-fluorophenyl)pyridin-3-yl)imidazo[1,2-b]pyridazine-8-carboxamide C1(=CCCCC1)C=1N=C2N(N=CC=C2C(=O)NC=2C=NC=CC2C2=CC=C(C=C2)F)C1